tert-butyl (S)-(2-(2-(2-(3-(5-(3-fluorophenyl)-3-ureidothiophene-2-carboxamido)piperidin-1-yl)ethoxy)ethoxy)ethyl)carbamate FC=1C=C(C=CC1)C1=CC(=C(S1)C(=O)N[C@@H]1CN(CCC1)CCOCCOCCNC(OC(C)(C)C)=O)NC(=O)N